C(C)(C)(C)OC(C(=O)O)=O oxalic acid mono-tert-butyl ester